2-(7-ethyl-2-methyl-5-oxo-6-(piperazin-1-yl)pyrido[2,3-b]thieno[3,2-e]pyrazin-8(5H)-yl)-N-(3-(trifluoromethyl)bicyclo[1.1.1]pentan-1-yl)acetamide trifluoroacetate FC(C(=O)O)(F)F.C(C)C1=C(C(C=2C(=NC3=C(N2)C=C(S3)C)N1CC(=O)NC13CC(C1)(C3)C(F)(F)F)=O)N3CCNCC3